(±)-e-3-[(2,3-dihydro-1H-inden-2-yl)oxycarbonyl]-2,4-diphenylcyclobutane-1-carboxylic acid C1C(CC2=CC=CC=C12)OC(=O)C1C(C(C1C1=CC=CC=C1)C(=O)O)C1=CC=CC=C1